C(C)OC(=O)C=1C(C(=C(N(C1C)Cl)COCCCl)C(=O)OC)C1=C(C=CC=C1)Cl chloro-6-methyl-2-(2-chloroethoxy)methyl-4-(2-chlorophenyl)-1,4-dihydro-3,5-pyridinedicarboxylic acid methyl ethyl ester